(R)-4-(3-(2-chloro-4-(trifluoromethyl)phenethyl)-3-(dimethylamino)piperidin-1-yl)-N-(2,4-dimethoxybenzyl)-2,6-difluoro-N-(pyrimidin-4-yl)benzenesulfonamide ClC1=C(CC[C@@]2(CN(CCC2)C2=CC(=C(C(=C2)F)S(=O)(=O)N(C2=NC=NC=C2)CC2=C(C=C(C=C2)OC)OC)F)N(C)C)C=CC(=C1)C(F)(F)F